COC(=O)C1=NN(C2=C1N(C=1C2=NC=C(C1)Br)C(C1CCOCC1)C1=NC=CC=C1F)C 6-bromo-4-((3-fluoropyridin-2-yl)(tetrahydro-2H-pyran-4-yl)methyl)-1-methyl-1,4-dihydropyrazolo[3',4':4,5]pyrrolo[3,2-b]pyridine-3-carboxylic acid methyl ester